6-chloro-3,4-dihydro-2H-isoquinolin-1-one ClC=1C=C2CCNC(C2=CC1)=O